N[C@H](C(=O)OC1=C(C=CC=C1)C(NC=1SC(=CN1)[N+](=O)[O-])=O)[C@H](CC)C (2S,3S)-2-(5-nitrothiazol-2-ylcarbamoyl)phenyl 2-amino-3-methylpentanoate